2-((3-chloroquinolin-2-yl)methyl)hexahydro-2H-pyrazino[1,2-a]pyrazine-6,9-dione ClC=1C(=NC2=CC=CC=C2C1)CN1CC2N(CC1)C(CNC2=O)=O